CN(C(C=C)=O)C1=CC(=CC=C1)N N-methyl-N-(3-aminophenyl)acrylamide